O1[C@H](CCC2=CC=CC=C12)C(=O)O |r| racemic-chroman-2-carboxylic acid